FC(C(=O)O)(F)F.FC=1C(=C(C=O)C=C(C1)C(=O)N1CCN(CCC1)C=1C=NC(=CC1)N1CCCC1)O 3-fluoro-2-hydroxy-5-(4-(6-(pyrrolidin-1-yl)pyridin-3-yl)-1,4-diazepane-1-carbonyl)benzaldehyde trifluoroacetate salt